1-((S)-2-hydroxy-2-((1S,4aS,4bR,6aR,8R,10aS,10bS,12aS)-8-hydroxy-10a,12a-dimethyl-8-propyloctadecahydrochrysen-1-yl)propyl)-1H-pyrazole-4-carbonitrile O[C@@](CN1N=CC(=C1)C#N)(C)[C@H]1CCC[C@H]2[C@@H]3CC[C@@H]4C[C@](CC[C@@]4([C@H]3CC[C@]12C)C)(CCC)O